[Na+].BrC1=CC=C(C=C1)S(=O)(=O)[O-] p-bromobenzenesulfonic acid sodium salt